2-(2-hexyloxyethoxy)ethyl benzoate C(C1=CC=CC=C1)(=O)OCCOCCOCCCCCC